(R)-10-methyl-3-(2-vinyl-1H-imidazol-5-yl)-9,10,11,12-tetrahydro-8H-[1,4]diazepino[5',6':4,5]thieno[3,2-f]quinolin-8-one C[C@H]1NC(C2=C(C=3C=4C=CC(=NC4C=CC3S2)C2=CN=C(N2)C=C)NC1)=O